7-[(1S)-1-{5-[(3-Aminoazetidin-1-yl)methyl]-2-oxo-2,3-dihydro-1,3-Oxazol-3-yl}ethyl]-3-(2-methoxypyridin-4-yl)-1H-indole-2-carboxylic acid NC1CN(C1)CC1=CN(C(O1)=O)[C@@H](C)C=1C=CC=C2C(=C(NC12)C(=O)O)C1=CC(=NC=C1)OC